tert-butyl 4-chloro-5-hydroxy-6,7-dihydro-5H-pyrrolo[2,3-d]pyrimidine-6-carboxylate ClC=1C2=C(N=CN1)NC(C2O)C(=O)OC(C)(C)C